2-methoxy-3,6-dimethyl-9H-carbazole COC1=CC=2NC3=CC=C(C=C3C2C=C1C)C